CC1(OB(OC1(C)C)C=1C=NC(=NC1)N1CCC(CC1)NC(OC(C)(C)C)=O)C tert-butyl N-[1-[5-(4,4,5,5-tetramethyl-1,3,2-dioxaborolan-2-yl)pyrimidin-2-yl]-4-piperidyl]carbamate